(tetrahydrofuran-3-yl)-2,3,4,5-tetrahydro-1H-benzo[d]azepin-7-amine O1CC(CC1)C1CNCCC2=C1C=CC(=C2)N